C(CC1=C(C=CC=2C3=CC=CC=C3NC12)C1=CC=CC=C1)C1=C(C=CC=2C3=CC=CC=C3NC12)C1=CC=CC=C1 ethylene-bis(phenylcarbazole)